C1(CC1)C=1NC(=NN1)C1CC2(CN(C2)C(=O)N2CC3(C2)CN(C3)CC=3C=NN(C3C)C)C1 [6-(5-cyclopropyl-4H-1,2,4-triazol-3-yl)-2-azaspiro[3.3]heptan-2-yl]-[6-[(1,5-dimethylpyrazol-4-yl)methyl]-2,6-diazaspiro[3.3]heptan-2-yl]methanone